C(C1=CC=CC=C1)OC=1C(C=CN2N(CN(C(C21)=O)CC2CCOCC2)C21C(=CC3=C(C(=CC=C23)F)F)CC=2C=CC=CC21)=O 5-(benzyloxy)-1-(1,2-difluoroindeno[1,2-a]inden-4b(9H)-yl)-3-((tetrahydro-2H-pyran-4-yl)methyl)-2,3-dihydro-1H-pyrido[2,1-f][1,2,4]triazine-4,6-dione